O\N=C(/N)\C1=C(C=C(C=C1)C1=CC=CC=C1)C1=CC=C(C=N1)CN(C(CCCC)=O)[C@H](C(=O)OC(C)(C)C)C(C)C (S,Z)-tert-butyl 2-(N-((6-(4-(N'-hydroxycarbamimidoyl)-[1,1'-biphenyl]-3-yl)pyridin-3-yl)methyl)pentanamido)-3-methylbutanoate